4-(4-(2-methyloxazol-4-yl)benzyl)-6-(1H-pyrazol-1-yl)-N-(tetrahydro-2H-pyran-4-yl)picolinamide CC=1OC=C(N1)C1=CC=C(CC2=CC(=NC(=C2)N2N=CC=C2)C(=O)NC2CCOCC2)C=C1